1-Cyclohexyl-3-(2-(pyridin-3-yl)phenyl)urea C1(CCCCC1)NC(=O)NC1=C(C=CC=C1)C=1C=NC=CC1